C(C)(C)(C)[Si](C1=CC=CC=C1)(C1=CC=CC=C1)OC1CC2C(C2C1)C=1N(N=C(C1)C(F)(F)F)C(C)C tert-butyl-[[6-[2-isopropyl-5-(trifluoromethyl)pyrazol-3-yl]-3-bicyclo[3.1.0]hexanyl]oxy]-diphenyl-silane